(R)-9-(2-(2-ethylpiperidin-1-yl)pyrimidin-5-yl)-6,7-dimethoxynaphtho[2,3-c]furan-1(3H)-one C(C)[C@H]1N(CCCC1)C1=NC=C(C=N1)C1=C2C=C(C(=CC2=CC2=C1C(OC2)=O)OC)OC